(R)-2-amino-1-(4-(5-(trifluoromethyl)pyrimidin-2-yl)piperazin-1-yl)propan-1-one N[C@@H](C(=O)N1CCN(CC1)C1=NC=C(C=N1)C(F)(F)F)C